N'-(3-methyl-2-hydroxybenzylidene)-2-(3-trifluoromethoxyphenoxy)butanoyl-hydrazine methyl-trans-4-(((2-nitrophenyl)amino)methyl)cyclohexane-1-carboxylate COC(=O)[C@@H]1CC[C@H](CC1)CNC1=C(C=CC=C1)[N+](=O)[O-].CC=1C(=C(C=NNC(C(CC)OC2=CC(=CC=C2)OC(F)(F)F)=O)C=CC1)O